C(C)(C)(C)OC(=O)N1CCC2(CC1)C(C1=C(N=C(S1)Cl)C2)=C=O 2-chloro-6-carbonyl-4,6-dihydrospiro[cyclopenta[d]thiazole-5,4'-piperidine]-1'-carboxylic acid tert-butyl ester